benzyl (S)-1-(3,3-difluoro-1-(trifluoromethyl)cyclobutane-1-carbonyl)-4,4-difluoropyrrolidine-2-carboxylate FC1(CC(C1)(C(=O)N1[C@@H](CC(C1)(F)F)C(=O)OCC1=CC=CC=C1)C(F)(F)F)F